9-Hydroxy-5-methyl-12-(thiophen-2-yl)-4-thia-2,12-diazatricyclo[7.3.0.03,7]dodeca-1,3(7),5-trien-8-on OC12C(C=3C=C(SC3N=C2N(CC1)C=1SC=CC1)C)=O